methyl 2-(3-((tert-butyldimethylsilyl)oxy)propoxy)-5-chlorobenzoate [Si](C)(C)(C(C)(C)C)OCCCOC1=C(C(=O)OC)C=C(C=C1)Cl